2-(6-nitropyridin-3-yl)-2,7-diazaspiro[3.5]nonane-7-carboxylic acid tert-butyl ester C(C)(C)(C)OC(=O)N1CCC2(CN(C2)C=2C=NC(=CC2)[N+](=O)[O-])CC1